C(C(=O)O)(=O)O.C1(CCCCCO1)=O caprolactone oxalate